6-{5-[2-(Tert-Butyldimethylsilanyl)ethynyl]-3-methylpyrazin-2-yl}-7-methyl-7H-pyrrolo[2,3-d]pyrimidin-4-amine [Si](C)(C)(C(C)(C)C)C#CC=1N=C(C(=NC1)C1=CC2=C(N=CN=C2N)N1C)C